C(#N)[C@H]1N(CSC1)C(CNC(=O)C1=CC=NC2=CC=C(C=C12)N1[C@@H](CCC1)C(F)(F)F)=O N-(2-((R)-4-Cyanothiazolidin-3-yl)-2-oxoethyl)-6-((S)-2-(trifluoromethyl)pyrrolidin-1-yl)quinoline-4-carboxamide